C(C)(C)(C)OC(=O)N1C[C@H](CCC1)NC=1C2=C(N=CN1)C(=CC(=N2)Cl)C(=O)OC methyl (S)-4-((1-(tert-butoxycarbonyl)piperidin-3-yl)amino)-6-chloropyrido[3,2-d]pyrimidine-8-carboxylate